(Rac)-5-{4-[(1-cyclopropylethyl)amino]-3-(trifluoromethyl)phenyl}-3,6-dihydro-2H-1,3,4-oxadiazin-2-one C1(CC1)[C@@H](C)NC1=C(C=C(C=C1)C1=NNC(OC1)=O)C(F)(F)F |r|